tert-butyl-(2R,3R,4R,5S)-6-((4-(aminomethyl)benzyl)(ethyl)amino)hexane-1,2,3,4,5-pentaol hydrochloride Cl.C(C)(C)(C)C([C@H]([C@H]([C@@H]([C@H](CN(CC)CC1=CC=C(C=C1)CN)O)O)O)O)O